C[C@H]1CN(CCN1C1COC1)C(=O)OC(C)(C)C tert-butyl (S)-3-methyl-4-(oxetan-3-yl)piperazine-1-carboxylate